(S)-6-(1-amino-1,3-dihydrospiro[indene-2,4'-piperidine]-1'-yl)-3-(1,1-dimethyl-1,2-dihydroisoquinolin-4-yl)-1,5-dihydro-4H-pyrazolo[3,4-d]pyrimidin-4-one N[C@@H]1C2=CC=CC=C2CC12CCN(CC2)C=2NC(C1=C(N2)NN=C1C1=CNC(C2=CC=CC=C12)(C)C)=O